C(C)(C)(C)OC(=O)N[C@H](C(C#N)NC1=C(C=C(C=C1)C1=CC=C(C=C1)C1CC1)C(=O)OC)CC1=CNC2=CC=CC=C12 methyl 4-(((2S)-2-((tert-butoxycarbonyl)amino)-1-cyano-3-(1H-indol-3-yl)propyl)amino)-4'-cyclopropyl-[1,1'-biphenyl]-3-carboxylate